r-((2-(2-(4-(2-((2-(2-(bis(2-hydroxydodecyl)amino)ethoxy)ethyl)(2-hydroxydodecyl)amino)ethyl)piperazin-1-yl)ethoxy)ethyl)azanediyl)bis(dodecan-2-ol) OC(CN(CCOCCN(CCN1CCN(CC1)CCOCCN(CCCCCCCCCC[C@@H](C)O)CCCCCCCCCCC(C)O)CC(CCCCCCCCCC)O)CC(CCCCCCCCCC)O)CCCCCCCCCC